(1-(3,5-difluorophenyl)-8-methoxy-9-(2-methyl-2H-tetrazol-5-yl)-5,6-dihydropyrrolo[2,1-a]isoquinolin-3-yl)((S)-2-methyl-2-((S)-3,3,3-trifluoro-1-hydroxypropyl)pyrrolidin-1-yl)methanone FC=1C=C(C=C(C1)F)C=1C=C(N2C1C1=CC(=C(C=C1CC2)OC)C=2N=NN(N2)C)C(=O)N2[C@@](CCC2)([C@H](CC(F)(F)F)O)C